CC=1C(=NC2=CC=CC=C2C1C1=C2C=NNC2=CC=C1C)N1CC2(CN(C2)C(C=C)=O)CC1 (M)-1-(6-(3-methyl-4-(5-methyl-1H-indazol-4-yl)-2-quinolinyl)-2,6-diazaspiro[3.4]octan-2-yl)-2-propen-1-one